NCC(=O)NCC(O)(C1=CC=C(C=C1)C1=C2C(=NC=C1)NC=C2F)C2=CC=C(C=C2)Cl 2-amino-N-(2-(4-chlorophenyl)-2-(4-(3-fluoro-1H-pyrrolo[2,3-b]pyridin-4-yl)phenyl)-2-hydroxyethyl)acetamide